2,5-dichloro-N-(2-(((R)-3-methyl-1-((5R,7S)-5,6,7-trimethyl-4,9-dioxo-1,3,6,2-dioxazaboronan-2-yl)butyl)amino)-2-oxoethyl)benzamide ClC1=C(C(=O)NCC(=O)N[C@@H](CC(C)C)B2OC(C[C@@H](N([C@@H](C(O2)=O)C)C)C)=O)C=C(C=C1)Cl